[OH-].C12(CC3CC(CC(C1)C3)C2)[N+](C)(C)C ADAMANTYLTRIMETHYLAMMONIUM HYDROXIDE